[C@H]12CN(C[C@H](CC1)N2)C=2N=C(C(=C1C(=C(N=CC21)C2=CC(=CC1=CC=C(C(=C21)C#C)F)O)F)C)OCCC2CCOCC2 4-(8-((1R,5S)-3,8-diazabicyclo[3.2.1]octan-3-yl)-4-fluoro-5-methyl-6-(2-(tetrahydro-2H-pyran-4-yl)ethoxy)-2,7-naphthyridin-3-yl)-5-ethynyl-6-fluoronaphthalen-2-ol